C(=O)(C=1C(OC2=CC(=CC=C2C1)N(CCCC)CCCC)=O)C=1C(OC2=CC(=CC=C2C1)N(CCCC)CCCC)=O 3,3'-carbonyl-bis(7-dibutylaminocoumarin)